4-(((2r,4r)-2-amino-1,1,3,3-tetramethylcyclobutan-4-yl)oxy)-2-methoxybenzonitrile hydrochloride Cl.NC1C(C(C1(C)C)OC1=CC(=C(C#N)C=C1)OC)(C)C